FC12CC(C1)(C2)CCCCCCCCCCCCCCCCCCCCCC(=O)O 22-(3-fluoro-bicyclo[1.1.1]pent-1-yl)behenic acid